OC1(CC(C1)C(=O)N1CC2(C1)C[C@@H](CC2)C2=CC=1N(C=C2)N=CC1)C |r| (rac)-((1s,3s)-3-Hydroxy-3-methylcyclobutyl)(6-(pyrazolo[1,5-a]pyridin-5-yl)-2-azaspiro[3.4]octan-2-yl)methanone